C(C)(C)(C)OC(=O)N1[C@@H]2CN([C@H](C1)C2)C2=CC1=C(N=C(N=C1Cl)C)C=N2 (1S,4S)-5-(4-chloro-2-methylpyrido[3,4-d]pyrimidin-6-yl)-2,5-diazabicyclo[2.2.1]heptane-2-carboxylic acid tert-butyl ester